1-(3-methyl-4-phenoxyphenyl)-3-phenylurea CC=1C=C(C=CC1OC1=CC=CC=C1)NC(=O)NC1=CC=CC=C1